(S)-4-(5-(1-amino-1,3-dihydrospiro[inden-2,4'-piperidin]-1'-yl)-6-(hydroxymethyl)pyrazin-2-yl)-2-methylbut-3-en-2-ol N[C@@H]1C2=CC=CC=C2CC12CCN(CC2)C=2N=CC(=NC2CO)C=CC(C)(O)C